C[C+](CC)O 1-methylhydroxypropylium